methyl (S)-2-((R)-N-benzyl-2-((tert-butoxycarbonyl)amino)butanamido)butanoate C(C1=CC=CC=C1)N(C([C@@H](CC)NC(=O)OC(C)(C)C)=O)[C@H](C(=O)OC)CC